CC1=NC=2N(C(=C1C)NC1CCC(CC1)NC1=C(C(=NC=3N1N=CN3)C)C)N=CN2 N1,N4-Bis(5,6-dimethyl[1,2,4]triazolo[1,5-a]pyrimidin-7-yl)-1,4-cyclohexanediamine